CC(C(=O)O)C(CCC=CC)C 2,3-dimethyl-6-octenoic acid